1-(1-((3-(2-acetoxy-4,6-dimethylphenyl)-3-methylbutanoyl)oxy)ethyl)-5-(4-(hexyloxy)-1,2,5-thiadiazol-3-yl)-1-methyl-1,2,3,6-tetrahydropyridin-1-ium iodide [I-].C(C)(=O)OC1=C(C(=CC(=C1)C)C)C(CC(=O)OC(C)[N+]1(CCC=C(C1)C1=NSN=C1OCCCCCC)C)(C)C